N-{(2S,3R,4S)-4-fluoro-1-(oxetane-2-carbonyl)-2-[(2,2',5'-trifluoro[1,1'-biphenyl]-3-yl)methyl]pyrrolidin-3-yl}ethanesulfonamide F[C@@H]1[C@@H]([C@@H](N(C1)C(=O)C1OCC1)CC=1C(=C(C=CC1)C1=C(C=CC(=C1)F)F)F)NS(=O)(=O)CC